3-phenoxybenzyl-(1RS)-cis,trans-3-(2,2-dichlorovinyl)-2,2-dimethylcyclopropanecarboxylate O(C1=CC=CC=C1)C=1C=C(COC(=O)[C@H]2C([C@H]2C=C(Cl)Cl)(C)C)C=CC1